trans-(1r,4r)-4-((5-chloro-4-(4'-fluoro-[1,1'-biphenyl]-3-yl)pyrimidin-2-yl)amino)-N-methylcyclohexane-1-carboxamide ClC=1C(=NC(=NC1)N[C@@H]1CC[C@H](CC1)C(=O)NC)C=1C=C(C=CC1)C1=CC=C(C=C1)F